C(C)(C)C1=CC=C(CC(C(CCCC(CCCCC(CCCC(C)C)C)C)C)CC2=CC=C(C=C2)C(C)C)C=C1 Bis(4-isopropylbenzyl)(2E,4E,6E,8E,10E,12E,14E)-2,6,11,15-tetramethylhexadecane